N-(1-Acetylpiperidin-4-yl)-3-(4-cyano-3-(trifluoromethyl)phenyl)-2-(trifluoromethyl)oxazolidin-5-carboxamid C(C)(=O)N1CCC(CC1)NC(=O)C1CN(C(O1)C(F)(F)F)C1=CC(=C(C=C1)C#N)C(F)(F)F